C(C)N(C(=S)SSC(N(CC)CC)=S)CC bis(diethyl thiocarbamoyl) disulfide